C(C)(C)(C)OC(=O)N1CC2(COC3=C(O2)C=C(C(=C3)C(=O)O)CO)C1 1-(tert-butoxycarbonyl)-7'-(hydroxymethyl)-3'H-spiro[azetidine-3,2'-benzo[b][1,4]dioxine]-6'-carboxylic acid